[6-(1-bicyclo[1.1.1]pentanyl)-5-chloro-2-methyl-3-pyridyl]boronic acid C12(CC(C1)C2)C2=C(C=C(C(=N2)C)B(O)O)Cl